NC(C(CCC(=O)OC(C)(C)C)N1C(C2=CC=C(C=C2C1)C(=C)OCC)=O)=O tert-butyl 5-amino-4-(5-(1-ethoxyvinyl)-1-oxoisoindolin-2-yl)-5-oxopentanoate